Iron-nickel sulfide [Ni]=S.[Fe]